dibromo-9H-Carbazole BrC1=C(C=2NC3=CC=CC=C3C2C=C1)Br